CCCCCCCCCCCCC(=O)O[C@H](COC(=O)CCCCCCCCC/C=C\CCCCCCCCCC)COP(=O)([O-])OCC[N+](C)(C)C 1-(11Z-docosenoyl)-2-tridecanoyl-glycero-3-phosphocholine